C(C)(C)C1=NN(C(C=2N1C=C(C2)C2CCNCC2)=O)CC(=O)NC2=NC=NC=C2 2-(4-Isopropyl-1-Oxo-7-(Piperidin-4-yl)Pyrrolo[1,2-d][1,2,4]Triazin-2(1H)-yl)-N-(Pyrimidin-4-yl)Acetamide